N-(3-(1H-imidazol-1-yl)benzyl)-N-(3-methoxybenzyl)-4-(2-(2-(3-methoxyphenoxy)ethoxy)ethoxy)aniline N1(C=NC=C1)C=1C=C(CN(C2=CC=C(C=C2)OCCOCCOC2=CC(=CC=C2)OC)CC2=CC(=CC=C2)OC)C=CC1